(S)-2-amino-5-methoxytetralin (S)-mandelate salt C([C@@H](O)C1=CC=CC=C1)(=O)O.N[C@@H]1CC2=CC=CC(=C2CC1)OC